CC(CCN)CC(C)(C)CN Trimethyl-1,6-Hexanediamine